CN1C(=C2OC[C@@H]3[C@H](NS(C2=C1)(=O)=O)CN(C3)C(=O)OCC)C(NC3=CC(=C(C(=C3)F)F)F)=O cis-Ethyl 7-methyl-8-((3,4,5-trifluorophenyl)carbamoyl)-3a,4,10,10a-tetrahydro-1H,7H-dipyrrolo[3,4-b:3',4'-f][1,4,5]oxathiazocine-2(3H)-carboxylate 5,5-dioxide